N-(4-(6-fluoro-3,4-dihydroisoquinolin-2(1H)-yl)-2,6-dimethylphenyl)spiro[3.4]octane-2-carboxamide FC=1C=C2CCN(CC2=CC1)C1=CC(=C(C(=C1)C)NC(=O)C1CC2(C1)CCCC2)C